CC1=C(N)C=C(C=C1)OC1=CC(=CC(=C1)B1OC(C(O1)(C)C)(C)C)C 2-methyl-5-[3-methyl-5-(4,4,5,5-tetramethyl-1,3,2-dioxaborolan-2-yl)phenoxy]aniline